NC1=C2N=C(N(C2=NC(=N1)F)CC=1C=C(COC=2C=CC(=C(C2)CO)OC)C=CC1)Br (5-((3-((6-amino-8-bromo-2-fluoro-9H-purin-9-yl)methyl)benzyl)oxy)-2-methoxyphenyl)methanol